FC=1C=2N(C=C(C1)NC(=O)C=1C=3N=CC=NC3C(=CC1)N1CC(C1)NC)C=C(N2)C N-(8-fluoro-2-methyl-imidazo[1,2-a]pyridin-6-yl)-8-[3-(methylamino)azetidin-1-yl]quinoxaline-5-carboxamide